1-methoxy-2-propanesulfonate COCC(C)S(=O)(=O)[O-]